CC(C)N=C=NC(C)C The molecule is a carbodiimide compound having an isopropyl substituent on both nitrogen atoms. It has a role as a peptide coupling reagent.